trans-Methyl 4-(2,6-dichloropyridine-4-carbonyl)cyclohexanecarboxylate ClC1=NC(=CC(=C1)C(=O)[C@@H]1CC[C@H](CC1)C(=O)OC)Cl